C1(CC1)[C@@H](C(=O)O)O (S)-2-cyclopropyl-2-hydroxyacetic acid